4-[[5-[(3-chlorophenyl)methoxy]-4-methyl-3-pyridinyl]methyl]-3-fluoro-N-(methylsulfamoyl)pyridin-2-amine ClC=1C=C(C=CC1)COC=1C(=C(C=NC1)CC1=C(C(=NC=C1)NS(NC)(=O)=O)F)C